FC(S(=O)(=O)C1=C(C=CC=C1)O)(F)F 2-trifluoromethanesulfonyl-phenol